(3H)pyridin N=1CCC=CC1